BrC=1C=C2C(=C(C(N(C2=NC1)CC1=CC=NC=C1)=O)C(=O)OCC)O ethyl 6-bromo-4-hydroxy-2-oxo-1-(pyridin-4-ylmethyl)-1,2-dihydro-1,8-naphthyridine-3-carboxylate